5-(4-chlorophenyl)furan-2-carboxylic acid ClC1=CC=C(C=C1)C1=CC=C(O1)C(=O)O